{2,7-dimethylpyrazolo[1,5-a]pyridin-5-yl}-9-fluoro-7-[(3S)-3-methylpiperazin-1-yl]-4H-pyrido[1,2-a][1,3,5]triazin-4-one CC1=NN2C(C=C(C=C2C)C=2N=C3N(C(N2)=O)C=C(C=C3F)N3C[C@@H](NCC3)C)=C1